COC(C(=CC1=CC=CC=C1)C=1N=NN(C1)CC1=CC=C(C=C1)C(F)(F)F)=O (1-(4-(trifluoromethyl)benzyl)-1H-1,2,3-triazol-4-yl)cinnamic acid methyl ester